5-phenylpentane-1-amine C1(=CC=CC=C1)CCCCCN